1-((benzyloxy)carbonyl)azepane-4-carboxylic acid C(C1=CC=CC=C1)OC(=O)N1CCC(CCC1)C(=O)O